13-(2-(dodecylthio)ethyl)-3-(2-hydroxyethyl)-11,11-dimethyl-10,12,14-trioxa-3-aza-11-silatriacontan-1-ol C(CCCCCCCCCCC)SCCC(O[Si](OCCCCCCN(CCO)CCO)(C)C)OCCCCCCCCCCCCCCCC